[NH4+].C(=C)C1=C(C=CC=C1)S(=O)(=O)[O-] vinylbenzenesulfonic acid ammonium salt